7-Amino-1H-indole-5-carbonitrile NC=1C=C(C=C2C=CNC12)C#N